FC1=NC=CC(=C1)C1CN(CC1)C(=O)C1=C(OC=2N=CN=C(C21)NC2(CC2)C)C 5-[3-(2-fluoropyridin-4-yl)pyrrolidine-1-carbonyl]-6-methyl-N-(1-methylcyclopropyl)furo[2,3-d]pyrimidin-4-amine